CC([C@H]1C(C[C@H]2[C@@H]3CCC4CCCC[C@]4(C)[C@H]3CC[C@]12C)=O)=O pregnandione